2-chloro-benzofuro[2,3-d]pyrimidine ClC=1N=CC2=C(N1)OC1=C2C=CC=C1